malonic acid [(4-methoxyphenyl)-methylene]-bis-(1,2,2,6,6-pentamethyl-4-piperidinyl) ester COC1=CC=C(C=C1)C1C2C(N(C(CC2OC(CC(=O)OC2C1C(N(C(C2)(C)C)C)(C)C)=O)(C)C)C)(C)C